ClC=1C(=CC(=C(C1)NC1=NC=NC2=CC(=C(C=C12)NC(C=CCN(C)C)=O)OC)C(C)(C)O)OC1=CC(=CC=C1)C#N N-(4-((5-chloro-4-(3-cyanophenoxy)-2-(2-hydroxypropan-2-yl)phenyl)amino)-7-methoxyquinazolin-6-yl)-4-(Dimethylamino)but-2-enamide